C(N)(OCC(=C(F)C(C)(C)C)CBr)=O tert-butyl-(2-(bromomethyl)-3-fluoroallyl) carbamate